C1=CC=CC=2C3=CC=CC=C3N(C12)C1=CC=2C(C3=CC=C(C=C3C(C2C=C1)=O)N1C2=CC=CC=C2C=2C=CC=CC12)=O 2,6-bis(9H-carbazole-9-yl)anthraquinone